C[Si](CCOC(=O)N[C@@H]1C[C@H]2CCN(C[C@@H]12)C(=O)OC(C)(C)C)(C)C tert-butyl (1S,6R,8R)-8-(((2-(trimethylsilyl)ethoxy)carbonyl)amino)-3-azabicyclo[4.2.0]octane-3-carboxylate